2-(5-((3-chloro-5-(methylsulfonamido)phenyl)carbamoyl)-2-methylthiophen-3-yl)-3,5-difluoropyridine 1-oxide ClC=1C=C(C=C(C1)NS(=O)(=O)C)NC(=O)C1=CC(=C(S1)C)C1=[N+](C=C(C=C1F)F)[O-]